C(C(=O)O)(=O)O.FC1=CC2=C(C(=NO2)C2CCN(CC2)CCCC(=O)N2C3=C(CCC4=C2C=CC=C4)C=CC(=C3)Cl)C=C1 4-[4-(6-Fluorobenzo[d]isoxazol-3-yl)piperidin-1-yl]-1-[3-chloro-10,11-dihydro-5H-dibenzo[b,f]azepin-5-yl]-butan-1-one oxalate salt